C1(=CC=CC=C1)N(C(O)=O)C=1C=C2CN(C(C2=CC1)=O)C1C(NC(CC1)=O)=O.[N+](=O)([O-])C1=CC2=C(NC(=N2)C2(CC2)C(F)(F)F)C=C1 5-Nitro-2-[1-(trifluoromethyl)cyclopropyl]-1H-benzimidazole phenyl-(2-(2,6-dioxopiperidin-3-yl)-1-oxoisoindolin-5-yl)carbamate